CN1N=CC(=C1C)C1=C(N=C(C=2N1N=CC2)[C@]2(C1=CC=CC(=C1CC21CCNCC1)OC)N)C (1S)-1-[7-(1,5-dimethylpyrazol-4-yl)-6-methyl-pyrazolo[1,5-a]pyrazin-4-yl]-4-methoxy-spiro[indane-2,4'-piperidine]-1-amine